di-tert-butyl phosphate potassium salt monohydrate O.[K+].P(=O)(OC(C)(C)C)(OC(C)(C)C)[O-]